9-(3-chlorobenzyl)-1-methyl-9H-pyrido[3,4-b]indole-3-carbaldehyde ClC=1C=C(CN2C3=C(C4=CC=CC=C24)C=C(N=C3C)C=O)C=CC1